SCCC[Si](OC)(OC)OC 3-(mercapto)propyltrimethoxysilane